ClC=1C=NC2=CC=CC=C2C1 3-chloroquinolin